3-fluoro-4-(4-methylpiperazin-1-yl)benzene-1,2-diamine FC1=C(C(=CC=C1N1CCN(CC1)C)N)N